C(C1=CC=CC=C1)OC=1[C@H](OC(=C(C1OCC1=CC=CC=C1)OCC1=CC=CC=C1)CCOC)C(=O)OC Methyl (2S,3S,4S,5R,6S)-3,4,5-tris(benzyloxy)-6-methoxyethyl-2H-pyran-2-carboxylate